BrC=1C(=NC=C(C(=O)NCC(OC)OC)C1)OC 5-bromo-N-(2,2-dimethoxyethyl)-6-methoxynicotinamide